ClC1=C(\C=N\NS(=O)(=O)C2=CC=C(C=C2)C)C(=CC=C1Cl)OC (E)-N'-(2,3-dichloro-6-methoxybenzylidene)-4-methylbenzenesulfonyl-hydrazine